COC(=O)C1=CC(N(C2=CC=CC=C12)C)=O 1-methyl-2-oxo-1,2-dihydro-4-quinolinecarboxylic acid methyl ester